19-(oxan-2-yl)-7,10,14-trioxa-4,19,20-triazatetracyclo[13.5.2.12,6.018,21]tricosa-1(20),2(23),3,5,15,17,21-heptaene O1C(CCCC1)N1C2=CC=C3OCCCOCCOC4=CN=CC(C(=N1)C2=C3)=C4